(N-(1-((tert-butyldimethylsilyl)oxy)prop-2-yl)-2-chloro-6-methylpyridine) 3-sulfonylaminoethyl-3-fluorobenzoate S(=O)(=O)=NCCC1(CC(C(=O)O)=CC=C1)F.[Si](C)(C)(C(C)(C)C)OCC(C)N1C(C=CC=C1C)Cl